2-(CHLOROMETHYL)-5-(2,5-DICHLOROPHENYL)-1,3-OXAZOLE ClCC=1OC(=CN1)C1=C(C=CC(=C1)Cl)Cl